1-((2-(trimethylsilyl)ethoxy)methyl)-1H-pyrrolo[3,2-c]Pyridine C[Si](CCOCN1C=CC=2C=NC=CC21)(C)C